1-(4-Amino-2-oxabicyclo[2.2.2]octan-1-yl)-2,2,2-trifluoroethanol Hydrochloride Salt Cl.NC12COC(CC1)(CC2)C(C(F)(F)F)O